CC(CC(=O)OC[C@]1(O[C@H]([C@@H]([C@@H]1O)O)C1=CC=C2C(=NC=NN21)N)C#N)C ((2R,3S,4R,5S)-5-(4-aminopyrrolo[2,1-f][1,2,4]triazin-7-yl)-2-cyano-3,4-dihydroxytetrahydrofuran-2-yl)methyl 3-methylbutanoate